(5aR,6S,7S,8R,8aS)-5a-(4-cyclopropylphenyl)-7-((3-hydroxyazetidin-1-yl)methyl)-1,3-dimethoxy-6-phenyl-5a,6,7,8-tetrahydro-8aH-cyclopenta[4,5]furo[3,2-c]pyridine-8,8a-diol C1(CC1)C1=CC=C(C=C1)[C@]12[C@](C=3C(=NC(=CC3O1)OC)OC)([C@@H]([C@@H]([C@H]2C2=CC=CC=C2)CN2CC(C2)O)O)O